OC(=S)S.NO aminoalcohol xanthate